BrC=1N=CC(=NC1)NC(C=C)=O N-(5-bromopyrazin-2-yl)acrylamide